CC1=C(C(=NC(=C1)C)NC1=CC=C(C=C1)C(F)(F)F)C1=NOC(N1)=O 3-[4,6-dimethyl-2-[4-(trifluoromethyl)anilino]-3-pyridyl]-4H-1,2,4-oxadiazol-5-one